ClC1=CC(=C(OC(C(=O)O)C)C=C1)C (4-chloro-2-methyl-phenoxy)propionic acid